1-(2-(1,3-dioxolan-2-yl)ethyl)-2-ethyl-4,4-dimethylcyclohexyl acetate C(C)(=O)OC1(C(CC(CC1)(C)C)CC)CCC1OCCO1